C(=CCCCCCCCCCC)OC=CCCCCCCCCCC dodecenyl oxide